O=C1NC(CCC1N1C(C2=CC=CC(=C2C1)CN1CCN(CC1)C1=CC(=C(C=C1)NC1=NC=C(C(=C1)NC1=C(C(=O)NC)C=CC=C1)C(F)(F)F)OC)=O)=O 2-((2-((4-(4-((2-(2,6-dioxopiperidin-3-yl)-1-oxoisoindolin-4-yl)methyl)piperazin-1-yl)-2-methoxyphenyl)amino)-5-(trifluoromethyl)pyridin-4-yl)amino)-N-methylbenzamide